CN(C)C(C1=CC=CC=C1)C=C N,N-dimethylvinylbenzylamine